BrC=1C=C(OC2CN(C2)C(=O)OC(C)(C)C)C=CC1Cl tert-Butyl 3-(3-bromo-4-chlorophenoxy)azetidine-1-carboxylate